4-(phenyl(phosphinoyl)methyl)piperazine-2-carboxylic acid C1(=CC=CC=C1)C(N1CC(NCC1)C(=O)O)[PH2]=O